COC1=CC=C(C=C1)C(OC[C@@H]1[C@H]([C@H]([C@@H](O1)N1C2=NC=NC(=C2N=C1)NC(C1=CC=CC=C1)=O)OC)O)(C1=CC=CC=C1)C1=CC=C(C=C1)OC N-(9-((2R,3R,4R,5R)-5-((bis(4-methoxyphenyl)(phenyl)methoxy)methyl)-4-hydroxy-3-methoxytetrahydrofuran-2-yl)-9H-purin-6-yl)benzamide